2H-acridine dihydrochloride Cl.Cl.C1CC=CC2=NC3=CC=CC=C3C=C12